4-bromo-3-isopropyl-1H-pyrrole-2-carboxylic acid methyl ester COC(=O)C=1NC=C(C1C(C)C)Br